di-(tert-butyl)(4-trifluoromethoxyphenyl)phosphonium tetrafluoroborate F[B-](F)(F)F.C(C)(C)(C)[PH+](C1=CC=C(C=C1)OC(F)(F)F)C(C)(C)C